tert-butyl N-[2-carbamoyl-7-[4-[(1-methyl-4-piperidyl) carbamoyl]pyrimidin-2-yl]-1-naphthyl]-N-(2-cyanoallyl)carbamate C(N)(=O)C1=C(C2=CC(=CC=C2C=C1)C1=NC=CC(=N1)C(NC1CCN(CC1)C)=O)N(C(OC(C)(C)C)=O)CC(=C)C#N